FC1(CC(C1)C1=C(N=NC(=C1)C=1C(=NC(=NC1)OC)OC)OC)F 4-(3,3-Difluorocyclobutyl)-6-(2,4-dimethoxypyrimidin-5-yl)-3-methoxy-pyridazine